BrC1=CC=C(C=C1)N(CC(=O)O)C N-4-bromophenyl-methyl-glycine